C(C)(C)C1CC(CC1)=CC(C=O)C 3-(3-isopropylcyclopentylidene)-2-methylpropanal